FC(C(=O)O)(F)F.C(#N)C1=C(C=C(C=C1)N1C(N(C(C1=O)(C)C)C1=CC(=C(C(=O)NCCCCCCNC(C2=NC=C(C=C2)N2CCNCC2)=O)C=C1)F)=S)C(F)(F)F N-(6-(4-(3-(4-cyano-3-(trifluoromethyl)phenyl)-5,5-dimethyl-4-oxo-2-thioxoimidazolidin-1-yl)-2-fluorobenzamido)hexyl)-5-(piperazin-1-yl)picolinamide trifluoroacetate